CN(C)CCC[SiH2]O[SiH2]O[SiH3] (N,N-dimethylaminopropyl)trisiloxane